24-(Hydroxy{2-[(trifluoromethyl)oxy]phenyl}methyl)-5α-cholane-3β,4β-diol OC(CCC[C@@H](C)[C@H]1CC[C@H]2[C@@H]3CC[C@H]4[C@H]([C@H](CC[C@]4(C)[C@H]3CC[C@]12C)O)O)C1=C(C=CC=C1)OC(F)(F)F